methyl 2-chloro-6-((2,4,4-trimethylpentan-2-yl)amino)pyrimidine-4-carboxylate ClC1=NC(=CC(=N1)C(=O)OC)NC(C)(CC(C)(C)C)C